C(C1=CC=CO1)C=1NC=CC1 2-furfurylpyrrole